C(C=C)(=O)OCCCCCCCCCCCCC[SiH2]CBr acryloyloxytridecyl-bromomethylsilane